(R)-1-((8-((2,2'-Dichloro-3'-((3-(((S)-3-hydroxypyrrolidin-1-yl)methyl)-1,7-naphthyridin-8-yl)amino)-[1,1'-biphenyl]-3-yl)amino)-1,7-naphthyridin-3-yl)methyl)pyrrolidin ClC1=C(C=CC=C1NC=1N=CC=C2C=C(C=NC12)CN1CCCC1)C1=C(C(=CC=C1)NC=1N=CC=C2C=C(C=NC12)CN1C[C@H](CC1)O)Cl